5-(3-Aminobenzo[d]isoxazol-4-yl)-N-(3-(trifluoromethoxy)phenyl)indoline-1-carboxamide NC1=NOC2=C1C(=CC=C2)C=2C=C1CCN(C1=CC2)C(=O)NC2=CC(=CC=C2)OC(F)(F)F